2''-(3-methoxyphenyl)-2'',3''-dihydrodispiro[[1,3]dioxolane-2,1'-cyclohexane-4',1''-indene] COC=1C=C(C=CC1)C1C2(C3=CC=CC=C3C1)CCC1(CC2)OCCO1